4-piperiddione N1CC(C(CC1)=O)=O